(E)-11-hexadecenoyl-CoA C(CCCCCCCCC\C=C\CCCC)(=O)SCCNC(CCNC([C@@H](C(COP(OP(OC[C@@H]1[C@H]([C@H]([C@@H](O1)N1C=NC=2C(N)=NC=NC12)O)OP(=O)(O)O)(=O)O)(=O)O)(C)C)O)=O)=O